5-(2-ethoxypyridin-3-yl)-7-ethynyl-1-isopropyl-3-methyl-1H-pyrazolo[4,3-b]Pyridine C(C)OC1=NC=CC=C1C1=CC(=C2C(=N1)C(=NN2C(C)C)C)C#C